C(C)(C)(C)O[C-]1C=CC=C1.[CH-]1C=CC=C1.[Fe+2] tert-butyl-oxy-ferrocene